C(C)N1C=[N+](C2=C1C=C(C=C2)C2CCNCC2)CC 1,3-diethyl-6-(piperidin-4-yl)-1H-1,3-benzodiazol-3-ium